tert-butyl (R)-(2-(2-(((benzyloxy)carbonyl)amino)-3-(3-(4-cyanophenyl)-5-fluoro-1H-indole-2-carboxamido)propoxy)ethyl)carbamate C(C1=CC=CC=C1)OC(=O)N[C@@H](COCCNC(OC(C)(C)C)=O)CNC(=O)C=1NC2=CC=C(C=C2C1C1=CC=C(C=C1)C#N)F